tetrahydropyran-4-sulfonamide tert-butyl-6-[(3-chloro-4-fluoro-5,6-dimethyl-8-oxo-7H-2,7-naphthyridin-1-yl)oxymethyl]-2,5-diazabicyclo[2.2.2]octane-2-carboxylate C(C)(C)(C)OC(=O)N1C2C(NC(C1)CC2)COC2=NC(=C(C=1C(=C(NC(C21)=O)C)C)F)Cl.O2CCC(CC2)S(=O)(=O)N